C[N+](=CCC)[O-] N-methyl-propan-1-imine oxide